methyl 2-(3-((2-(((tert-butyldimethylsilyl)oxy)methyl)-7-iodobenzofuran-5-yl)methoxy)phenyl)acetate [Si](C)(C)(C(C)(C)C)OCC=1OC2=C(C1)C=C(C=C2I)COC=2C=C(C=CC2)CC(=O)OC